FC1=C(C=CC(=C1)F)C1=CN(C=2C1=NC=C(C2)C=2C(=NOC2C)C)C2=C(C=C(C(=O)O)C=C2OC(C)C)OC(C)C 4-(3-(2,4-difluorophenyl)-6-(3,5-dimethylisoxazol-4-yl)-1H-pyrrolo[3,2-b]pyridin-1-yl)-3,5-diisopropoxybenzoic acid